allyl 1-[4-[[[3-(2-isopropylphenyl)-4-oxo-thiazolidin-2-ylidene]hydrazono]methyl]phenyl]-6,7-dihydro-4H-pyrano[4,3-c]pyrazole-3-carboxylate C(C)(C)C1=C(C=CC=C1)N1C(SCC1=O)=NN=CC1=CC=C(C=C1)N1N=C(C2=C1CCOC2)C(=O)OCC=C